2-(trimethylsilyl)ethyl 2-amino-5-cyano-3-methylbenzoate NC1=C(C(=O)OCC[Si](C)(C)C)C=C(C=C1C)C#N